rac-4-(2,3-dichloro-6-((2-(trimethylsilyl)ethoxy)methoxy)phenyl)-1-(1H-pyrazol-4-yl)pyrrolidin-2-one Potassium carbonate C([O-])([O-])=O.[K+].ClC1=C(C(=CC=C1Cl)OCOCC[Si](C)(C)C)[C@H]1CC(N(C1)C=1C=NNC1)=O.[K+] |r|